CC1=CC(=NC(=N1)C(F)(F)F)N1CC2(C1)CN(CC2)C2=NC=C1C(=N2)N(N=C1)C1COC1 2-[6-methyl-2-(trifluoromethyl)pyrimidin-4-yl]-6-[1-(oxetan-3-yl)-1H-pyrazolo[3,4-d]pyrimidin-6-yl]-2,6-diazaspiro[3.4]octane